ClC1=C(C(=O)NC2=CC(=C(C=C2)Cl)C2=NC=CC=C2)C=CC(=C1)C(=O)NCC1=CC=C(C=C1)S(=O)(=O)C 2-chloro-N1-(4-chloro-3-(pyridin-2-yl)phenyl)-N4-(4-(methylsulfonyl)benzyl)terephthalamide